FC(OC=1C=CC(=C(C1)C1=NN(C=2C[C@@H](CCC12)C(=O)NC1(CS(C1)(=O)=O)C)[C@H](C)C(C)(C)O)F)F (R)-3-(5-(difluoromethoxy)-2-fluorophenyl)-1-((R)-3-hydroxy-3-methylbutan-2-yl)-N-(3-methyl-1,1-dioxidothietan-3-yl)-4,5,6,7-tetrahydro-1H-indazole-6-carboxamide